C(C)OC(=O)C1=C2N(N=N1)CC1(CCCC1)C2 spiro[4,6-dihydropyrrolo[1,2-c]triazole-5,1'-cyclopentane]-3-carboxylic acid ethyl ester